CC/C=C\\C/C=C\\C=C\\C(C/C=C\\C=C\\C(CCCCCC(=O)O)O)O The molecule is a docosanoid that is (8E,10Z,14E,16Z,19Z)-docosapentaenoic acid carrying two hydroxy substituents at positions 7 and 13. It has a role as an anti-inflammatory agent, a human xenobiotic metabolite and a mouse metabolite. It is a docosanoid, a resolvin and a hydroxy polyunsaturated fatty acid. It is a conjugate acid of a resolvin T4(1-).